1-[3-(Methoxydimethylsilyl)octyl]-2-imidazolidinone CO[Si](C(CCN1C(NCC1)=O)CCCCC)(C)C